1-((5aS,6R,11bR)-14-(cyclopropylmethyl)-5a,10-dihydroxy-9-methyl-1,2,5,5a,6,7-hexahydro-6,11b-(epiminoethano)naphtho[1,2-d]azepin-3(4H)-yl)-2-(4-fluoro-1H-pyrazol-1-yl)ethan-1-one C1(CC1)CN1CC[C@]23CCN(CC[C@]2([C@H]1CC1=CC(=C(C=C13)O)C)O)C(CN1N=CC(=C1)F)=O